FC(C=1C(=C(C=CC1)[C@@H](C)NC1=CC=NC2=CC(=C(C=C12)N1CC(C1)(C(=O)NC)C)OC)F)F (R)-1-(4-((1-(3-(difluoromethyl)-2-fluorophenyl)ethyl)amino)-7-methoxyquinolin-6-yl)-N,3-Dimethylazetidine-3-carboxamide